C(CCCSS(=O)(=O)[O-])CCSS(=O)(=O)[O-].[Na+].[Na+] sodium hexamethylene-1,6-bisthiosulfate